BrC1=CC=C(C=C1)C=1SC2=C(N1)C=CC(=C2)OC 2-(4-bromophenyl)-6-methoxybenzo[d]thiazole